FC(C(=O)O)(F)F.ClC1=CC(=C(COC2=NC(=CC=C2F)C2CCNCC2)C=C1)F 2-((4-chloro-2-fluorobenzyl)oxy)-3-fluoro-6-(piperidin-4-yl)pyridine 2,2,2-trifluoroacetic acid salt